2-[2,4-difluoro-5-(7-morpholin-4-ylquinazolin-4-yl)phenyl]-2-(3-methoxypyrazin-2-yl)acetamide FC1=C(C=C(C(=C1)F)C1=NC=NC2=CC(=CC=C12)N1CCOCC1)C(C(=O)N)C1=NC=CN=C1OC